D-N,N-dimethylolammonium chloride [Cl-].C(O)[NH2+]CO